ClC=1C(=CC(=NC1)CN1N=C2N(CCCC2)C1=O)C(F)(F)F (5RS)-2-{[5-Chloro-4-(trifluoromethyl)pyridin-2-yl]methyl}-3-oxo-2,3,5,6,7,8-hexahydro[1,2,4]triazolo[4,3-a]pyridin